N-(4-amino-1-(tetrahydro-2H-pyran-2-yl)-1H-pyrazolo[4,3-c]pyridin-7-yl)-2-((2R,5S)-2-(4-fluorophenyl)-5-methylpiperidin-1-yl)-2-oxoacetamide NC1=NC=C(C2=C1C=NN2C2OCCCC2)NC(C(=O)N2[C@H](CC[C@@H](C2)C)C2=CC=C(C=C2)F)=O